C(C)OC(C(C(=O)OCC)[C@@H](CCCCC)NC1=CC=C(C=C1)S(NC1=NOC(=C1)Cl)(=O)=O)=O (R)-2-(1-((4-(N-(5-chloroisoxazol-3-yl)sulfamoyl)phenyl)amino)hexyl)malonic acid diethyl ester